The molecule is an octadecadienoate that is the conjugate base of dihomolinoleic acid. It has a role as a human metabolite and a plant metabolite. It is a conjugate base of a dihomolinoleic acid. CCCCC/C=C\\C=C/CCCCCCCCC(=O)[O-]